(2S)-N,N-diphenylpyrrolidine-2-carboxamide C1(=CC=CC=C1)N(C(=O)[C@H]1NCCC1)C1=CC=CC=C1